NC1=NN2C(C=C(C=C2)C=2C(=NC=C(C(=O)NCC3=C(C=CC=C3)OCC3CC3)C2)OC)=N1 5-(2-amino-[1,2,4]triazolo[1,5-a]pyridin-7-yl)-N-(2-(cyclopropylmethoxy)benzyl)-6-methoxynicotinamide